COC([C@@H]1N(CCC1)C(=O)OC(C)(C)C)=O N-t-butoxycarbonyl-D-proline methyl ester